COC1=C2C=C(NC2=CC=C1)C(=O)N1CC2(CC1C(=O)OC)CCCCC2 methyl 2-(4-methoxy-1H-indole-2-carbonyl)-2-azaspiro[4.5]decane-3-carboxylate